CN(C1=C(C=CC(=C1)C(C)CC)C(C(=O)O)CC)C 2-[2-(dimethylamino)-4-sec-butyl-phenyl]butanoic acid